N-(3-(1H-imidazol-1-yl)benzyl)-N-(3-methoxybenzyl)-2-((4-methylpiperazin-1-yl)methyl)pyridin-4-amine N1(C=NC=C1)C=1C=C(CN(C2=CC(=NC=C2)CN2CCN(CC2)C)CC2=CC(=CC=C2)OC)C=CC1